COC(C1=CN=C(C=C1)N1CCN(CC1)C=1C=NC(=CC1)[N+](=O)[O-])=O.OCCCC[N+]1=CC(=CC(=C1)CCCCO)CCCCO 1,3,5-tris(4-hydroxybutyl)pyridinium methyl-6-(4-(6-nitropyridin-3-yl)piperazin-1-yl)nicotinate